FC1=C(C(=CC2=C1C[C@@H](CS2)NCCC2COCC2)O)N2CC(N[SH2]2=O)=O 5-[(3S)-5-fluoro-7-hydroxy-3-{[2-(oxolan-3-yl)ethyl]amino}-3,4-dihydro-2H-1-benzothiopyran-6-yl]-1λ6,2,5-thiadiazolidine-1,3-dione